C1(CCCCC1)SC1=CC=C(C[Mg]Br)C=C1 4-cyclohexylthiobenzyl-magnesium bromide